N-(4-(2-(Dimethylamino)ethoxy)pyrimidin-2-yl)-6-(1-isopropyl-1H-pyrazol-3-yl)-5-methyl-2-(1-methyl-1H-imidazol-2-yl)pyrrolo[2,1-f][1,2,4]triazin-4-amine CN(CCOC1=NC(=NC=C1)NC1=NC(=NN2C1=C(C(=C2)C2=NN(C=C2)C(C)C)C)C=2N(C=CN2)C)C